N-(5-chloro-6-(2H-1,2,3-triazol-2-yl)pyridin-3-yl)-1-(2,4-difluorophenyl)-5-(trifluoromethyl)-1H-pyrazole-4-carboxamide ClC=1C=C(C=NC1N1N=CC=N1)NC(=O)C=1C=NN(C1C(F)(F)F)C1=C(C=C(C=C1)F)F